ClC1=CC=C2C(=C1)NC(C21N(C(C=2N=C(N(C21)C(C)C)C2=C(C=C(C(=C2)C)N(C)C)OC)=O)C2=C(C=CC(=C2)Cl)C)=O 6-chloro-5'-(5-chloro-2-methylphenyl)-2'-(4-(dimethylamino)-2-methoxy-5-methylphenyl)-3'-isopropyl-3'H-spiro[indoline-3,4'-pyrrolo[3,4-d]imidazole]-2,6'(5'H)-dione